N1=C2C=3C=CC=CC3C3=C(C2=NN=N1)N=NC=C3 hexaaza-benzphenanthrene